3-(4-(tert-butyl)phenyl)-5-(4-chlorophenyl)pyrazolo[1,5-a]pyrimidin-7(4H)-one C(C)(C)(C)C1=CC=C(C=C1)C=1C=NN2C1NC(=CC2=O)C2=CC=C(C=C2)Cl